N,N-divinyl-sulfonamide C(=C)N(S(=O)=O)C=C